3-(4-octadecyl-1-piperazinyl)-1,2-propanediol C(CCCCCCCCCCCCCCCCC)N1CCN(CC1)CC(CO)O